(ethyl(isobutoxycarbonyl)amino)propanoate C(C)N(C(=O)OCC(C)C)C(C(=O)[O-])C